FC1=NC=CC(=C1)C(C#N)C1=NC=CC(=C1)C(F)(F)F 2-(2-fluoropyridin-4-yl)-2-(4-(trifluoromethyl)pyridine-2-yl)acetonitrile